N-(4-(1H-imidazol-1-yl)benzyl)-N-(3-methoxybenzyl)-4-(2-morpholinoethyl)oxazol-2-amine N1(C=NC=C1)C1=CC=C(CN(C=2OC=C(N2)CCN2CCOCC2)CC2=CC(=CC=C2)OC)C=C1